benzylidenecamphor CC1(C\2CCC1(C(=O)/C2=C\C3=CC=CC=C3)C)C